4-chloro-6-(2,6-dimethylphenyl)-5-fluoro-pyrimidin-2-amine ClC1=NC(=NC(=C1F)C1=C(C=CC=C1C)C)N